2-(1,3-dimethylbutyl)phenyl-5-fluoro-1,3-dimethyl-1H-pyrazole-4-carboxamide CC(CC(C)C)C1=C(C=CC=C1)NC(=O)C=1C(=NN(C1F)C)C